dihydroxyaluminum hydrogen carbonate C(O)([O-])=O.O[Al+]O